(azoniaadamantane) chloride [Cl-].[NH+]12CC3CC(CC(C1)C3)C2